2-((tert-butoxycarbonyl)amino)-3-(4-methoxyphenyl)propionic acid C(C)(C)(C)OC(=O)NC(C(=O)O)CC1=CC=C(C=C1)OC